4,4,4-trifluoro-1-(3-fluoropyridin-2-yl)butan-1-ol FC(CCC(O)C1=NC=CC=C1F)(F)F